[(4-((S)-1-[(cyclohexylmethyl)amino]ethyl)phenyl)amino]-N-[(4-chlorophenyl)methyl]carboxamide C1(CCCCC1)CN[C@@H](C)C1=CC=C(C=C1)NC(=O)NCC1=CC=C(C=C1)Cl